C1(CC2C(CC1)O2)OC(CCCCC(=O)OC2CC1C(CC2)O1)=O bis-(3,4-epoxycyclohexyl)-adipate